4,13-dichloro-8-ethyl-10-(3-fluoro-5-{[2-(methylamino)ethyl]amino}pyridin-2-yl)-6,8,10-triazatricyclo[9.4.0.02,7]pentadeca-1(11),2(7),3,5,12,14-hexaen-9-one ClC1=CC=2C=3C=CC(=CC3N(C(N(C2N=C1)CC)=O)C1=NC=C(C=C1F)NCCNC)Cl